6-Nitro-1-oxoisoindolin-5-yl-4-guanidinobenzoate hydrochloride Cl.[N+](=O)([O-])C1=C(C=C2CNC(C2=C1)=O)OC(C1=CC=C(C=C1)NC(=N)N)=O